C(CC)N1N=CC=C1C(=O)N 2-propylpyrazole-3-carboxamide